NC[C@@]1(OC2=C(C1)C(=C(C=C2)Cl)C2=C(OCCN)C=CC=C2F)C2=CC=CC=C2 2-(2-((2S,4S)-2-(Aminomethyl)-5-chloro-2-phenyl-2,3-dihydrobenzofuran-4-yl)-3-fluorophenoxy)ethanamine